1-(4-methyl-1-piperazinyl)-3-methylenepent-4-ene CN1CCN(CC1)CCC(C=C)=C